N1CC(CCC1)CCN 3-piperidylethylamine